9,9',9''-(4-(3,4-bis(4,6-diphenyl-1,3,5-triazin-2-yl)phenyl)pyridine-2,3,6-triyl)tris(3-methyl-9H-carbazole) C1(=CC=CC=C1)C1=NC(=NC(=N1)C1=CC=CC=C1)C=1C=C(C=CC1C1=NC(=NC(=N1)C1=CC=CC=C1)C1=CC=CC=C1)C1=C(C(=NC(=C1)N1C2=CC=CC=C2C=2C=C(C=CC12)C)N1C2=CC=CC=C2C=2C=C(C=CC12)C)N1C2=CC=CC=C2C=2C=C(C=CC12)C